FC(CN1N=CC=C1C1=NC=CC=C1COC1=C(C=O)C=CN=C1)(F)F (2-(1-(2,2,2-trifluoroethyl)-1H-pyrazol-5-yl)pyridin-3-ylmethoxy)isonicotinaldehyde